C(=O)O.C(=O)O.COC1=CC=C(C=N1)CCN[C@@H](C1=CC=CC=C1)[C@@H]1CNC2=C(N1)N=CC(=C2)C=2C=NN(C2)C |o1:24| 2-(6-methoxypyridin-3-yl)-N-((S)-((S or R)-7-(1-methyl-1H-pyrazol-4-yl)-1,2,3,4-tetrahydropyrido[2,3-b]pyrazin-3-yl)(phenyl)methyl)ethanamine diformate